ClC1=CC(=CC(=N1)N1CC2=CC=C(C=C2C1=O)C1(CC(C1)C#N)CC1=NN=CN1C)CNCC1C(C1)(F)F 3-(2-(6-Chloro-4-((((2,2-difluorocyclopropyl)methyl)amino)methyl)pyridin-2-yl)-3-oxoisoindolin-5-yl)-3-((4-methyl-4H-1,2,4-triazol-3-yl)methyl)cyclobutane-1-carbonitrile